propionamid C(CC)(=O)N